Titanium Bromine tert-Butyl 3-{[bis(benzyloxy)phosphoryl]oxy}azetidine-1-carboxylate C(C1=CC=CC=C1)OP(=O)(OCC1=CC=CC=C1)OC1CN(C1)C(=O)OC(C)(C)C.[Br].[Ti]